(2S)-2-[(3-hydroxy-4-methoxy-pyridine-2-carbonyl)amino]propionic acid [2-(4-bromo-7-fluoro-indol-1-yl)-1-methyl-propyl] ester BrC1=C2C=CN(C2=C(C=C1)F)C(C(C)OC([C@H](C)NC(=O)C1=NC=CC(=C1O)OC)=O)C